CC1=C(C[C@H](N)C(=O)O)C=CC=C1 2-Methyl-phenylalanine